FC(OC1=CC=C(C=C1)C1=CC=CNN1CC1=C(C=CC=C1)N1CCOCC1)F 6-[4-(difluoromethoxy)phenyl]-N-[(2-morpholinophenyl)methyl]pyridazine